[Pt].C(C)(=O)N[C@@H](CCC(=O)O)C(=O)O N-acetyl-L-glutamic acid platinum